4-trifluoromethyl-2-(3,5-dichlorophenyl)toluene FC(C1=CC(=C(C)C=C1)C1=CC(=CC(=C1)Cl)Cl)(F)F